ClC1=CC=2C(C(=N1)O[C@H](C)[C@@H]1CC(NC1)=O)=CN(N2)C (4R)-4-[(1R)-1-(6-chloro-2-methyl-pyrazolo[4,3-c]pyridin-4-yl)oxyethyl]pyrrolidin-2-one